ClC1=C(C=C(C(=O)N2CC=3C(=NN4C3C(N(C[C@H]4C)[C@@H](C)C4=CC(=NC=C4)OC(C)C)=O)C[C@H]2C)C=C1)C(F)(F)F |o1:19| (3R,7R)-2-(4-chloro-3-(trifluoromethyl)benzoyl)-9-((S*)-1-(2-isopropoxypyridin-4-yl)ethyl)-3,7-dimethyl-1,2,3,4,8,9-hexahydropyrido[4',3':3,4]pyrazolo[1,5-a]pyrazin-10(7H)-one